(S)-4-amino-7-chloro-N-(6-((6,7-dihydro-5H-pyrrolo[1,2-a]imidazol-3-yl)ethynyl)-2,3-dihydrobenzofuran-3-yl)-N-methyl-1,3-dihydrofuro[3,4-c]quinoline-8-carboxamide NC1=NC=2C=C(C(=CC2C2=C1COC2)C(=O)N(C)[C@@H]2COC1=C2C=CC(=C1)C#CC1=CN=C2N1CCC2)Cl